6-(5-ethynylpyrazin-2-yl)-7-methyl-5-(4-((4-methylpyrimidin-2-yl)oxy)phenyl)-7H-pyrrolo[2,3-d]pyrimidin-4-amine C(#C)C=1N=CC(=NC1)C1=C(C2=C(N=CN=C2N)N1C)C1=CC=C(C=C1)OC1=NC=CC(=N1)C